NC1=NC(=C(C=2N1N=C(N2)CC2=NC=CC=C2)C2=C(N=C(O2)C)COC)C2=C(C#N)C=CC=C2 (5-amino-8-(4-(methoxymethyl)-2-methyloxazol-5-yl)-2-(pyridin-2-ylmethyl)-[1,2,4]triazolo[1,5-c]pyrimidin-7-yl)benzonitrile